2-((1R,2S)-2-ethynylcyclopropyl)-7-azaspiro[3.5]nonane C(#C)[C@@H]1[C@H](C1)C1CC2(C1)CCNCC2